6-(3-furoyl)amino-3-(diethyl)aminomethyl-1,2,3,4-tetrahydro-9H-carbazole O1C=C(C=C1)C(=O)NC=1C=C2C=3CC(CCC3NC2=CC1)CN(CC)CC